5-amino-3-(3-hydroxy-3-methyl-butyl)-1-(tetrahydropyran-4-ylmethyl)benzimidazol-2-one NC1=CC2=C(N(C(N2CCC(C)(C)O)=O)CC2CCOCC2)C=C1